IC1=CC2=NC=CC(=C2N1S(=O)(=O)C1=CC=C(C=C1)C)C 2-iodo-7-methyl-1-(4-methylbenzene-1-sulfonyl)-1H-pyrrolo[3,2-b]pyridine